[Li].FN=S(F)F.FN=S(F)F bistrifluorosulfimide lithium